n-tridecyl phosphate P(=O)(OCCCCCCCCCCCCC)([O-])[O-]